(4-methoxy-phenyl)-(3-nitro-phenyl)methanone methyl-(3S,6S,10aR)-6-((tert-butoxycarbonyl)amino)-9-ethyl-9-hydroxy-5-oxodecahydropyrrolo[1,2-a]azocine-3-carboxylate COC(=O)[C@@H]1CC[C@H]2N1C([C@H](CCC(C2)(O)CC)NC(=O)OC(C)(C)C)=O.COC2=CC=C(C=C2)C(=O)C2=CC(=CC=C2)[N+](=O)[O-]